(2-(((7-fluoro-3-(methoxymethoxy)-8-((trifluoromethyl)thio)naphthalen-1-yl)oxy)methoxy)ethyl)trimethylsilane FC1=CC=C2C=C(C=C(C2=C1SC(F)(F)F)OCOCC[Si](C)(C)C)OCOC